ClC1=CNC=2N=C(N=C(C21)NC(C)C)NC2=C(C=C(C=C2)P2(CCN(CC2)C(C)=O)=O)OC 1-(4-(4-((5-chloro-4-(isopropylamino)-7H-pyrrolo[2,3-d]pyrimidin-2-yl)amino)-3-methoxyphenyl)-4-oxido-1,4-azaphosphinan-1-yl)ethan-1-one